O[C@H]1CN(CC1)C1=NC=C(C(=O)OC)C=C1C1=CC=NN1C1OCCCC1 methyl 6-((R)-3-hydroxypyrrolidin-1-yl)-5-(1-(tetrahydro-2H-pyran-2-yl)-1H-pyrazol-5-yl)nicotinate